4-[3-{4-[(2-chlorobenzyl)oxy]-3-methoxybenzyl}-7-fluoro-6-[2-fluoro-1-(fluoromethyl)ethoxy]-2,4-dioxo-3,4-dihydroquinazolin-1(2H)-yl]piperidine-1-carbaldehyde ClC1=C(COC2=C(C=C(CN3C(N(C4=CC(=C(C=C4C3=O)OC(CF)CF)F)C3CCN(CC3)C=O)=O)C=C2)OC)C=CC=C1